COC1CCC(CC1)C=1N=CC2=C(N1)C(=CN=C2)C2=CC=C1C=NCN(C1=C2)N2CCOCC2 2-((1R,4R)-4-methoxycyclohexyl)-8-(1-morpholinoquinazolin-7-yl)pyrido[4,3-d]pyrimidine